(2-morpholino-4-(trifluoromethyl)thiazol-5-yl)methanone O1CCN(CC1)C=1SC(=C(N1)C(F)(F)F)C=O